C(C=C)(=O)OC(C)COC(C)COC(C=C)=O Dipropyleneglycol di-acrylate